tri(dimethylphenoxy)phenol CC=1C(=C(OC2=C(C(=C(C=C2)O)OC2=C(C(=CC=C2)C)C)OC2=C(C(=CC=C2)C)C)C=CC1)C